C(C)C(C(=O)O)(CC)N 2-ethyl-aminobutyric acid